[Ti+4].C([O-])([O-])=O.[Ca+2].C([O-])([O-])=O.C([O-])([O-])=O Calcium carbonate Titanium